acetylene hydrogen chloride gold [Au].Cl.C#C